3-(5-((4-((4-chlorophenyl)difluoromethyl)-1H-1,2,3-triazol-1-yl)methyl)-1-oxoisoindolin-2-yl)piperidine-2,6-dione ClC1=CC=C(C=C1)C(C=1N=NN(C1)CC=1C=C2CN(C(C2=CC1)=O)C1C(NC(CC1)=O)=O)(F)F